ClC1=CC=C(C=C1)S(=O)(=O)[O-] 4-Chloro-benzenesulfonate